3-phenyl-1-(2-pyridinylmethyl)-imidazolium bromide [Br-].C1(=CC=CC=C1)[N+]1=CN(C=C1)CC1=NC=CC=C1